(4S)-8-(6-amino-5-((8-chloro-4-fluoro-1,2,3,4-tetrahydroquinolin-5-yl)thio)pyrazin-2-yl)-2-oxa-8-azaspiro[4.5]decan-4-amine NC1=C(N=CC(=N1)N1CCC2([C@@H](COC2)N)CC1)SC1=C2C(CCNC2=C(C=C1)Cl)F